CS(=O)(=O)N1CCC(CC1)NC1=NN2C(C=N1)=CN=C2C(C)CC 1-methanesulfonyl-N-[7-(sec-butyl)imidazo[4,3-f][1,2,4]triazin-2-yl]piperidin-4-amine